1-(((R)-7-((2s,4R)-4-amino-2-phenylpiperidine-1-carbonyl)-7-azaspiro[4.5]dec-10-yl)methyl)-4-phenylpyridin-2(1H)-one N[C@H]1C[C@H](N(CC1)C(=O)N1CC2(CCCC2)[C@@H](CC1)CN1C(C=C(C=C1)C1=CC=CC=C1)=O)C1=CC=CC=C1